(5-(3-(1-(3-iodobenzyl)-1H-pyrazol-3-yl)phenoxy)-1-tosyl-1H-indol-4-yl)methanol IC=1C=C(CN2N=C(C=C2)C=2C=C(OC=3C(=C4C=CN(C4=CC3)S(=O)(=O)C3=CC=C(C)C=C3)CO)C=CC2)C=CC1